CC1=NC2=CC=CC(=C2C(N1C1C(NC(CC1)=O)=O)=O)NCC1=CC=C(C=C1)CN1CCC(CC1)C1CCOCC1 3-(2-methyl-4-oxo-5-((4-((4-(tetrahydro-2H-pyran-4-yl)piperidin-1-yl)methyl)benzyl)amino)quinazolin-3(4H)-yl)piperidine-2,6-dione